3-[6-amino-1-[(4-amino-2,6-difluoro-phenyl)methyl]pyrazolo[3,4-d]pyrimidin-4-yl]-2-fluoro-benzonitrile NC1=NC(=C2C(=N1)N(N=C2)CC2=C(C=C(C=C2F)N)F)C=2C(=C(C#N)C=CC2)F